Imidazo[4,5-d]pyrrolo[2,3-b]pyridine-7-carboxamide N1=CN=C2C1=C1C(N=C2)=NC(=C1)C(=O)N